hexadecan-5-ol CCCCC(CCCCCCCCCCC)O